C12(CC3CC(CC(C1)C3)C2)CN2N=CC(=C2C)C2=C(N3C(S2)=C(C(=N3)C)NC3=C(C=CC=C3)C(NC=3SC2=C(N3)C=CC=C2)=O)C(=O)OC methyl 2-(1-(adamantan-1-ylmethyl)-5-methyl-1H-pyrazol-4-yl)-7-((2-(benzo[d]thiazol-2-ylcarbamoyl)phenyl)amino)-6-methylpyrazolo[5,1-b]thiazole-3-carboxylate